(3-amino-6-(trifluoromethyl)-1H-pyrazolo[3,4-b]pyridin-1-yl)(2-methoxyphenyl)methanone NC1=NN(C2=NC(=CC=C21)C(F)(F)F)C(=O)C2=C(C=CC=C2)OC